BrC1=C(C=2NC3=CC=CC=C3C2C=C1C)C 2-bromo-1,3-dimethyl-9H-carbazole